2'-{6-azaspiro[2.5]octane-6-carbonyl}-5'-chloro-1',8'-dihydro-6'H-spiro[cyclohexane-1,9'-furo[2,3-f]quinazoline]-7'-one C1CC12CCN(CC2)C(=O)C2=CC=1C(=C3C4(NC(NC3=C(C1)Cl)=O)CCCCC4)O2